ClCC1=CC=C(C=C1)NC(=O)NC1=NC=CC=C1 1-(4-(chloromethyl)phenyl)-3-(pyridin-2-yl)urea